4-(4-(bromomethyl)phenyl)-1-((2-(trimethylsilyl)ethoxy)methyl)-1H-pyrazole BrCC1=CC=C(C=C1)C=1C=NN(C1)COCC[Si](C)(C)C